2-ethyl-1,3,5-trimethylpyrazolium C(C)N1[N+](=C(C=C1C)C)C